(R)-3'-(((5-fluoro-2-methoxyphenyl) (1H-indol-2-yl) methyl) carbamoyl)-[1,1'-biphenyl]-4-yl-triflate FC=1C=CC(=C(C1)[C@H](C=1NC2=CC=CC=C2C1)NC(=O)C=1C=C(C=CC1)C1=CC=C(C=C1)OS(=O)(=O)C(F)(F)F)OC